Cl.Cl.ClCCN1CCN(CC1)C(C)C 1-(2-chloroethyl)-4-isopropyl-piperazine dihydrochloride